5-(4-diphenylaminophenylvinyl)-phenethyloxazolidine-2,4-dione C1(=CC=CC=C1)N(C1=CC=C(C=C1)C=CC=1C=CC=C(CCN2C(OCC2=O)=O)C1)C1=CC=CC=C1